N1=CC=C(C2=CC=CC=C12)C=O (quinolin-4-yl)methanone